ClC=1C=C(C(=O)N2CC=3C(=NN4C3C(N(C[C@H]4C)C(C)C=4N=NC(=CC4)C)=O)C[C@H]2C)C=CC1Cl (3R,7R)-2-(3,4-dichlorobenzoyl)-3,7-dimethyl-9-(1-(6-methylpyridazin-3-yl)ethyl)-1,2,3,4,8,9-hexahydropyrido[4',3':3,4]pyrazolo[1,5-a]pyrazin-10(7H)-one